N-(5-Cyano-4-(2-(dimethylamino)ethoxy)pyridin-2-yl)-6-(2-cyclopropyl-4-(5-methyl-1,2,4-oxadiazol-3-yl)phenyl)nicotinamid C(#N)C=1C(=CC(=NC1)NC(C1=CN=C(C=C1)C1=C(C=C(C=C1)C1=NOC(=N1)C)C1CC1)=O)OCCN(C)C